CC1=NOC(=C1)NC(=O)NC=1C=NC(=CC1)NC1=NC=2C3=C(CCC2C=N1)C=C(C=C3)OCCN3CCOCC3 (3-Methylisoxazol-5-yl)-3-(6-((8-(2-morpholinoethoxy)-5,6-dihydrobenzo[h]quinazolin-2-yl)amino)pyridin-3-yl)urea